BrC=1C(=CC=C2C(=CNC12)C1=NC(=NC=C1[N+](=O)[O-])Cl)C#N 7-bromo-3-(2-chloro-5-nitropyrimidin-4-yl)-1H-indole-6-carbonitrile